(3R,4S,5S)-3-fluoro-4-hydroxy-5-methoxypiperidine-1-carboxylic acid benzyl ester C(C1=CC=CC=C1)OC(=O)N1C[C@H]([C@H]([C@H](C1)OC)O)F